4-methoxy-2-nitro-1-(2,2,2-trifluoroethoxy)benzene COC1=CC(=C(C=C1)OCC(F)(F)F)[N+](=O)[O-]